COC(CN(C(OC(C)(C)C)=O)C)CN1C(=NC2=C1C(=CC=C2)B2OC(C(O2)(C)C)(C)C)C tert-butyl N-[2-methoxy-3-[2-methyl-7-(4,4,5,5-tetramethyl-1,3,2-dioxaborolan-2-yl)benzimidazol-1-yl]propyl]-N-methyl-carbamate